4-fluoro-2-[(1-methylpiperidin-4-yl)oxy]aniline FC1=CC(=C(N)C=C1)OC1CCN(CC1)C